CCCCCCCCC(CCCCCCCC)OC(CCCCCCCCCCCCCCCCC)=O octadecanoic acid heptadec-9-yl ester